C(C#C)OCCOCCN1N=CC(=C1)C(=O)OC Methyl 1-(2-(2-(prop-2-yn-1-yloxy)ethoxy)ethyl)-1H-pyrazole-4-carboxylate